((5R,6S)-2,2-Difluoro-6-methyl-5-(((5-(trifluoromethyl)pyridin-2-yl)amino)methyl)morpholino)(5-methyl-2-(pyrimidin-2-yl)phenyl)methanone FC1(O[C@H]([C@H](N(C1)C(=O)C1=C(C=CC(=C1)C)C1=NC=CC=N1)CNC1=NC=C(C=C1)C(F)(F)F)C)F